2-chloro-N-(4-phenoxyphenyl)pyrimidin-4-amine ClC1=NC=CC(=N1)NC1=CC=C(C=C1)OC1=CC=CC=C1